3-(2,2-dimethyl-3,3-diphenyl-4-oxa-3-silaheptan-7-yl)-2-[(diphenylmethylidene)amino]pyridine CC(C)([Si](OCCCC=1C(=NC=CC1)N=C(C1=CC=CC=C1)C1=CC=CC=C1)(C1=CC=CC=C1)C1=CC=CC=C1)C